Cl.N[C@@H](C(=O)NC(C1=CC=CC=C1)C1=CC=CC=C1)CCC(=O)N (2R)-2-amino-N-(diphenyl-methyl)pentane-diamide hydrochloride